4-benzyloxyphenyl-boric acid C(C1=CC=CC=C1)OC1=CC=C(C=C1)OB(O)O